OC=1C=C(C=CC1C1=NN=NN1)NC(CCCN1C(SC(C1=O)CC1=C(C=CC=C1)C)=O)=O N-(3-hydroxy-4-(1H-tetrazol-5-yl)phenyl)-4-(5-(2-methylbenzyl)-2,4-dioxothiazolidin-3-yl)butanamide